5-[[5-bromo-2-(3-chloro-2-pyridyl)pyrazole-3-carbonyl]amino]-2,4-dimethyl-indazole-6-carboxamide BrC=1C=C(N(N1)C1=NC=CC=C1Cl)C(=O)NC1=C(C2=CN(N=C2C=C1C(=O)N)C)C